F[C@H]1C[C@H](N(C1)C(CN1CCC(CC1)NC=1C=C2C(=CC=NC2=CC1)OC)=O)C#N (2S,4S)-4-fluoro-1-[2-[4-[(4-methoxy-6-quinolinyl)amino]-1-piperidinyl]acetyl]pyrrolidine-2-carbonitrile